N1N=NC2=C1C=CC=C2N2CCN(CC2)CCC(C=C)=C 1-(4-(1,2,3-benzotriazolyl)-1-piperazinyl)-3-methylenepent-4-ene